2-[4-cyclopropyl-2-fluoro-6-(trifluoromethyl)phenyl]-5-morpholino-6H-triazolo[4,5-d]pyrimidin-7-one C1(CC1)C1=CC(=C(C(=C1)C(F)(F)F)N1N=C2C(N=C(NC2=O)N2CCOCC2)=N1)F